(7R,14R)-1-(difluoromethoxy)-6-(methyl-d3)-11-((2-methyl-1-(oxetan-3-yl)azetidin-3-yl)ethynyl)-6,7-dihydro-7,14-methanobenzo[f]benzo[4,5]imidazo[1,2-a][1,4]diazocin-5(14H)-one FC(OC1=CC=CC=2C(N([C@H]3C=4N([C@@H](C21)C3)C3=C(N4)C=CC(=C3)C#CC3C(N(C3)C3COC3)C)C([2H])([2H])[2H])=O)F